C1(CC1)CNC1=C2C=C(N=CC2=CC(=N1)C1=C(C(=CC(=C1Cl)OC)OC)Cl)N[C@@H]1COCC[C@@H]1NC(C=C)=O N-((3S,4S)-3-((5-((cyclopropylmethyl)amino)-7-(2,6-dichloro-3,5-dimethoxy-phenyl)-2,6-naphthyridin-3-yl)amino)tetra-hydro-2H-pyran-4-yl)acrylamide